NC=1C(N(C2=C(N1)SC(=C2)C(=O)O)C2=CC(=C(C=C2)C)OC2=CC=CC=C2)=O 3-amino-1-(4-methyl-3-phenoxyphenyl)-2-oxo-1,2-dihydrothieno[2,3-b]pyrazine-6-carboxylic acid